(1S,3R)-3-hydroxy-cyclohexane-1-carboxylic acid isopropyl ester C(C)(C)OC(=O)[C@@H]1C[C@@H](CCC1)O